N-(4-cyano-2,3,5,6-tetrafluorophenyl)-2-phenyl-2λ3-cyclopropane-1-carboxamide C(#N)C1=C(C(=C(C(=C1F)F)NC(=O)C1[C](C1)C1=CC=CC=C1)F)F